propan-1-one oxalate salt C(C(=O)O)(=O)O.C(CC)=O